BrC=1C=C(C=C2C(N(C(=NC12)Cl)CC(C)(C)O[Si](C1=CC=CC=C1)(C1=CC=CC=C1)C(C)(C)C)=O)C 8-bromo-3-[2-[tert-butyl(diphenyl)silyl]oxy-2-methyl-propyl]-2-chloro-6-methyl-quinazolin-4-one